C(C)N(CCOC1CN(CC1)C(=O)C1=CC=C(C=C1)N1N=NC(=C1)C=1C(NC2=CC=C(C=C2C1)F)=O)CC 3-(1-{4-[3-(2-diethylamino-ethoxy)-pyrrolidine-1-carbonyl]-phenyl}-1H-[1,2,3]triazol-4-yl)-6-fluoro-1H-quinolin-2-one